N=1C=NN2C1C=C(C=C2)OC2=CC(=C(C=C2C)NC=2C1=C(N=CN2)C=CC(=N1)Cl)F N-(4-([1,2,4]triazolo[1,5-a]pyridin-7-yloxy)-2-fluoro-5-methylphenyl)-6-chloropyrido[3,2-d]pyrimidin-4-amine